C(C=C)(=O)NC(CS(=O)(=O)O)(C)C.[Na] sodium 2-acrylamido-2-methylpropanesulphonic acid